NC1=C(C=C(C=N1)C=1C=C2N(N1)CCC21CN(C1)C(=O)NC(C)C1=C(C(=NN1C)C)C)C(F)(F)F 2'-[6-amino-5-(trifluoromethyl)pyridin-3-yl]-N-[1-(1,3,4-trimethyl-1H-pyrazol-5-yl)ethyl]-5',6'-dihydrospiro[azetidine-3,4'-pyrrolo[1,2-b]pyrazole]-1-carboxamide